N1-(2-(3-chloro-5-(trifluoromethyl)pyridin-2-yl)ethyl)-N2-(1H-pyrrolo[3,2-b]pyridin-3-yl)oxalamide ClC=1C(=NC=C(C1)C(F)(F)F)CCNC(C(=O)NC1=CNC=2C1=NC=CC2)=O